NCCOCCOCCOCCNC(OC(C)(C)C)=O tert-butyl N-(2-{2-[2-(2-aminoethoxy)ethoxy]ethoxy}ethyl)carbamate